Br(=O)(=O)O.CN1C=NC=C1 1-methylimidazole bromate salt